methyl 2-pyrrolidineacetate N1C(CCC1)CC(=O)OC